bis[4-amino-3-methylcyclohexyl]methane NC1C(CC(CC1)CC1CC(C(CC1)N)C)C